OC=1C=CC(=C(C1)C=1C(=C(N=C2[C@H]3CC[C@@H](C12)C3)N3CC1(CN(C1)C(C=C)=O)CC3)C#N)C (P)-(1S,8R)-6-(5-hydroxy-2-methylphenyl)-4-(2-(2-propenoyl)-2,6-diazaspiro[3.4]octan-6-yl)-3-azatricyclo[6.2.1.02,7]undeca-2,4,6-triene-5-carbonitrile